C(C)(=O)N1CC(C1)(C(=O)N1C(CC(C1)F)C(=O)NC(C1=CC=C(C=C1)C(C)C)C1=CC=CC=C1)C 1-(1-acetyl-3-methylazetidine-3-carbonyl)-4-fluoro-N-{phenyl[4-(propan-2-yl)phenyl]methyl}pyrrolidine-2-carboxamide